2-methyl-9-β-D-ribofuranosyl-9H-purine-6-carboxamide CC1=NC(=C2N=CN(C2=N1)[C@H]1[C@H](O)[C@H](O)[C@H](O1)CO)C(=O)N